BrC1=CC(=C(C=C1)OC(C1=CN=CC=C1)=O)C=NC1=CC(=CC=C1)C(=O)O Nicotinic acid-4-bromo-2-[(3-carboxy-phenylimino)-methyl]-phenyl ester